4-fluoro-3-[4-[[5-(4-hydroxy-1-piperidyl)-2-pyridyl]amino]-5-oxo-6H-1,6-naphthyridin-2-yl]benzamide FC1=C(C=C(C(=O)N)C=C1)C1=NC=2C=CNC(C2C(=C1)NC1=NC=C(C=C1)N1CCC(CC1)O)=O